C(C)(C)(C)OC(=O)N1CCC(CC1)(C(=O)O)C(=O)OC 1-(tert-butoxycarbonyl)-4-methoxycarbonylpiperidine-4-carboxylic acid